BrC1=C2C(=CC=C1)N(C(C21CCN(CC1)C(=O)C=1C=C2C=NNC2=CC1)=O)CC(=O)N1CC(C2=CC=CC=C12)C (+)-4-bromo-1'-(1H-indazole-5-carbonyl)-1-[2-[3-methyl-2,3-dihydroindol-1-yl]-2-oxoethyl]spiro[indole-3,4'-piperidin]-2-one